Tert-butyl 4-(3-(2-(methoxymethoxy)phenyl)-5-methyl-7,8-dihydro-5H-pyrido[3',4':4,5]pyrrolo[2,3-c]pyridazin-6(9H)-yl)piperidine-1-carboxylate COCOC1=C(C=CC=C1)C1=CC2=C(N=N1)NC1=C2C(N(CC1)C1CCN(CC1)C(=O)OC(C)(C)C)C